NC(CNC(CC1=C(C=C(C=C1)S(=O)(=O)NC1=C(N=CS1)C(=O)O)F)=O)=N 5-[[4-[2-[(2-amino-2-imino-ethyl)amino]-2-oxo-ethyl]-3-fluoro-phenyl]sulfonylamino]thiazole-4-carboxylic acid